8-(4,4-difluorocyclohex-1-en-1-yl)-N-isopropyl-6-methoxyquinoline-3-carboxamide FC1(CC=C(CC1)C=1C=C(C=C2C=C(C=NC12)C(=O)NC(C)C)OC)F